2,2'-dithiobis-pyridine N1=C(C=CC=C1)SSC1=NC=CC=C1